tri-magnesium phosphate P(=O)([O-])([O-])[O-].[Mg+2].[Mg+2].[Mg+2].P(=O)([O-])([O-])[O-]